NC1=CC=C(C=C1)N1C=NC2=C1C=CC(=C2)N (4-aminophenyl)-1H-benzimidazol-5-amine